O=C1NC(CCC1N1C(C2=CC(=C(C=C2C1)C#N)C)=O)=O 2-(2,6-dioxopiperidin-3-yl)-6-methyl-1-oxoisoindoline-5-carbonitrile